2-(((1-(2-fluoroethyl)azetidin-3-yl)carbamoyl)oxy)propane-1,3-diyl distearate C(CCCCCCCCCCCCCCCCC)(=O)OCC(COC(CCCCCCCCCCCCCCCCC)=O)OC(NC1CN(C1)CCF)=O